N-[3-fluoro-5-(2-trimethylsilylethynyl)-2-pyridyl]-5-phenyl-1H-pyrrole-3-sulfonamide FC=1C(=NC=C(C1)C#C[Si](C)(C)C)NS(=O)(=O)C1=CNC(=C1)C1=CC=CC=C1